7-cyclopropyl-3-phenyl-3,4-dihydro-2h-benzo[e][1,2,4]thiadiazine-1,1-dioxide C1(CC1)C1=CC2=C(NC(NS2(=O)=O)C2=CC=CC=C2)C=C1